C(#N)[C@H](CC1=C(C=C(C=C1)C=1C=CC2=C(N(C(O2)=O)C)C1)F)NC(=O)[C@H]1N([C@@H]2CC[C@H]1C2)C(=O)OC(C)(C)C tert-butyl (1R,3S,4S)-3-{[(1S)-1-cyano-2-[2-fluoro-4-(3-methyl-2-oxo-1,3-benzoxazol-5-yl)phenyl]ethyl]carbamoyl}-2-azabicyclo[2.2.1]heptane-2-carboxylate